(R)-3-(((3-(3,3-difluorobutyl)-2-methyl-1,1-dioxido-5-phenyl-7-(trifluoromethyl)-2,3,4,5-tetrahydrobenzo[f][1,2,5]thiadiazepin-8-yl)oxy)methyl)oxetane-3-carboxylic acid FC(CC[C@H]1N(S(C2=C(N(C1)C1=CC=CC=C1)C=C(C(=C2)OCC2(COC2)C(=O)O)C(F)(F)F)(=O)=O)C)(C)F